C1=CC(=CC=C1/C=N/O)Cl (1E)-4-chlorobenzaldehyde oxime